N1C(=CC=2C=NC=CC21)CNC(=O)[C@H]2N(CCC2)C(CNC(C2=CC(=CC=C2)OC2=C(C=C(C=C2)C)F)=O)=O (S)-N-((1H-pyrrolo[3,2-c]pyridin-2-yl)methyl)-1-((3-(2-fluoro-4-methylphenoxy)benzoyl)glycyl)pyrrolidine-2-carboxamide